6-(but-3-en-1-yl)-4-(4-(morpholine-4-carbonyl)-1-((2-(trimethylsilyl)ethoxy)methyl)-1H-benzo[d]Imidazol-6-yl)-1H-pyrrolo[2,3-c]Pyridin-7(6H)-one C(CC=C)N1C(C2=C(C(=C1)C=1C=C(C3=C(N(C=N3)COCC[Si](C)(C)C)C1)C(=O)N1CCOCC1)C=CN2)=O